BrC1=CC(=NC2=C(C(=CC=C12)Br)F)C1=C(C=CC=C1)F 4,7-dibromo-8-fluoro-2-(2-fluorophenyl)quinoline